(1R)-1-[5-(4-Methoxyphenyl)-1,2,4-oxadiazol-3-yl]-6-azaspiro[2.5]octane-6-sulfonamide COC1=CC=C(C=C1)C1=NC(=NO1)[C@@H]1CC12CCN(CC2)S(=O)(=O)N